FC1=C2CC(CC2=C(C=C1)O)C(=O)OCC ethyl 4-fluoro-7-hydroxy-indane-2-carboxylate